[Si](C)(C)(C(C)(C)C)OCCOC1=C(C=CC=C1)C=1C(=CC(=C(C1)NS(=O)(=O)C1=CC(=CN(C1=O)C)C(=O)OC)F)F methyl 5-[[5-[2-[2-[tert-butyl (dimethyl) silyl] oxyethoxy] phenyl]-2,4-difluoro-phenyl] sulfamoyl]-1-methyl-6-oxo-pyridine-3-carboxylate